1-((2-ethyl-6-(5-(hydroxymethyl)-1-methyl-1H-1,2,3-triazol-4-yl)pyridin-3-yl)methyl)-5,5-difluoropiperidine-3-carboxylic acid methyl ester COC(=O)C1CN(CC(C1)(F)F)CC=1C(=NC(=CC1)C=1N=NN(C1CO)C)CC